FC=1C=C2C(=C(/C(/C2=CC1)=C/C1=CC=C(C=C1)OC1=CC=C(C=C1)F)C)C=CC(=O)O 3-(5-Fluoro-1-((Z)-4-(4-fluorophenoxy)benzylidene)-2-methyl-1H-inden-3-yl)-acrylic acid